NCCN(C(OC(C)(C)C)=O)CC tert-butyl N-(2-aminoethyl)-N-ethyl-carbamate